1-(3-methyl-4-(((6-(piperidin-4-yl)pyridin-2-yl)oxy)methyl)phenyl)ethan-1-one phenyl-3-(5-benzyl-1H-pyrrole-2-carbonyl)-5-chloro-2-hydroxy-1H-indole-1-carboxylate C1(=CC=CC=C1)OC(=O)N1C(=C(C2=CC(=CC=C12)Cl)C(=O)C=1NC(=CC1)CC1=CC=CC=C1)O.CC=1C=C(C=CC1COC1=NC(=CC=C1)C1CCNCC1)C(C)=O